FC(C=1C=C(C(=O)O)C=CC1)(F)F 3-Trifluoromethylbenzoic acid